di(2-aminoethyl) ether NCCOCCN